O[C@@H]1[C@]2(C)[C@@H](CC1)[C@@H]1CC[C@H]3CC(CC[C@]3(C)[C@H]1CC2)=O 17β-hydroxy-5α-androstan-3-one